methyl-5-(2-(methylamino)-pyrimidin-4-yl)thiazol-2-amine CC=1N=C(SC1C1=NC(=NC=C1)NC)N